ClC1=C(C=C(C=C1)NC(C(F)(F)C1=CC=C(C=C1)OC1=NC=NC2=CC(=C(C=C12)OC)OC)=O)C(F)(F)F N-(4-chloro-3-(trifluoromethyl)phenyl)-2-(4-((6,7-dimethoxyquinazolin-4-yl)oxy)phenyl)-2,2-difluoroacetamide